FC=1C(=C(C=C2C(=CN=NC12)C)C(=O)N1CC(C1)(O)[C@H]1NCCCC1)NC1=C(C=C(C=C1)I)F 1-({8-fluoro-7-[(2-fluoro-4-iodophenyl)amino]-4-methylcinnolin-6-yl}carbonyl)-3-[(2S)-piperidin-2-yl]azetidin-3-ol